FC(S(=O)(=O)O)(F)F.C(C)N1C(N(C=C1)C)CC 1,2-diethyl-3-methylimidazole trifluoromethanesulfonate